CC(C)(C)S(=O)(=O)N=C1COC1 2-methyl-N-(oxetan-3-ylidene)propane-2-sulfonamide